NC=1C=C(C=C2C=C(N=CC12)NC(=O)[C@H]1[C@H](C1)F)C=1C=NC=CC1CO |r| (±)-cis-N-[8-amino-6-[4-(hydroxymethyl)-3-pyridyl]-3-isoquinolyl]-2-fluoro-cyclopropanecarboxamide